ClC1(C(C=C(C(=C1[2H])[2H])[2H])([2H])Cl)[2H] dichloro(benzene-d5)